ClC1=NN(C(=N1)C(C)N)C1=NC=CC=N1 1-[3-chloro-1-(pyrimidin-2-yl)-1H-1,2,4-triazol-5-yl]ethanamine